6-chloro-1-[6-(dimethylamino)pyridin-3-yl]-7-fluoro-4-oxoquinoline-3-carboxylic acid ethyl ester C(C)OC(=O)C1=CN(C2=CC(=C(C=C2C1=O)Cl)F)C=1C=NC(=CC1)N(C)C